N-((6-hydroxy-1-tosyl-5-(2,2,2-trifluoroethyl)-1H-indol-2-yl)methyl)-1-methylcyclopropane-1-carboxamide OC1=C(C=C2C=C(N(C2=C1)S(=O)(=O)C1=CC=C(C)C=C1)CNC(=O)C1(CC1)C)CC(F)(F)F